C(C)(C)C1=C(NC2=NC=C(N=C21)C2CCN(CC2)CC(=O)NC)C=2C=C(C=1N(C2)N=CN1)OC 2-(4-(7-isopropyl-6-(8-methoxy-[1,2,4]triazolo[1,5-a]pyridin-6-yl)-5H-pyrrolo[2,3-b]pyrazin-2-yl)piperidin-1-yl)-N-methylacetamide